ClC1=CC(=C(C=C1)C1=C(N(N=N1)C)CN1N=CC(=CC1=O)N(C)C)F 2-[[5-(4-chloro-2-fluoro-phenyl)-3-methyl-triazol-4-yl]methyl]-5-(dimethylamino)pyridazin-3-one